C(#N)C1=CC(=C(C=C1)NS(=O)(=O)C1=CNC(=C1)C(C)C1=NC=CC=C1)F N-(4-cyano-2-fluorophenyl)-5-(1-pyridin-2-ylethyl)-1H-pyrrole-3-sulfonamide